N1=C(C=CC=C1)S(=S(=O)(O)O)S(=O)(=O)C1=CC=CC=C1.FC(COC(O)=O)(F)F.C(C)OC methyl (ethyl) ether (trifluoroethyl)carbonate S-(pyridin-2-yl)benzenesulfonyl-thiosulfate